CC1=CC=C(C=C1)S(=O)(=O)OCC(C)C#N 2-cyanopropyl 4-methylbenzenesulfonate